6-{5-ethyl-2-[(oxan-4-yl)amino]pyrimidin-4-yl}-2-[2-oxo-2-(1,2,3,4-tetrahydroisoquinolin-2-yl)ethyl]-2,3-dihydro-1H-isoindol-1-one C(C)C=1C(=NC(=NC1)NC1CCOCC1)C1=CC=C2CN(C(C2=C1)=O)CC(N1CC2=CC=CC=C2CC1)=O